C(C)(C)S(=O)(=O)C(C1=CC=CC=C1)C1=C(C=CC=2NC=NC21)C2=C(C=CC=C2)OC(F)(F)F 4-((isopropylsulfonyl)benzyl)-5-(2-(trifluoromethoxy)phenyl)-1H-benzo[d]imidazole